4-(2-{[(4aS,7aR)-1-methyl-octahydro-1H-cyclopenta[b]pyridin-4a-yl]methoxy}-4-(6,6-difluoro-1,4-oxazepan-4-yl)-8-fluoropyrido[4,3-d]pyrimidin-7-yl)-5-ethynyl-6-fluoronaphthalen-2-ol CN1[C@H]2[C@@](CCC1)(CCC2)COC=2N=C(C1=C(N2)C(=C(N=C1)C1=CC(=CC2=CC=C(C(=C12)C#C)F)O)F)N1CCOCC(C1)(F)F